F[C@@H]1[C@]2(CC[C@@H](C[C@@H]1N(C1=CC=C(N=N1)C1=C(C=C(C=C1)C1=NC(N(C=N1)C)=O)O)C)N2C)C 4-(4-(6-(((1R,2S,3S,5S)-2-fluoro-1,8-dimethyl-8-azabicyclo[3.2.1]octan-3-yl)(methyl)amino)pyridazin-3-yl)-3-hydroxyphenyl)-1-methyl-1,3,5-triazin-2(1H)-one